ClC1=C(C(=NN1C)C1=NC=CC=C1)C(=O)N1CCC2(CC1)CCN(CC2)CCC(C)(C)C (5-Chloro-1-methyl-3-(pyridin-2-yl)-1H-pyrazol-4-yl)(9-(3,3-dimethylbutyl)-3,9-diazaspiro[5.5]undecan-3-yl)methanone